tert-butyl (E)-2-(2,6-dimethyl-4-(3-(3-methyl-6-(methylthio)benzofuran-2-yl)-3-oxoprop-1-en-1-yl)phenoxy)-2-methylpropanoate CC1=C(OC(C(=O)OC(C)(C)C)(C)C)C(=CC(=C1)\C=C\C(=O)C=1OC2=C(C1C)C=CC(=C2)SC)C